tert-butyl (3R,4S)-3-((tert-butyldimethylsilyl)oxy)-4-((5-(1-(5-(cyclopropylcarbamoyl)-4-fluoro-2-methylphenyl)-1H-pyrazol-4-yl)-6-fluoropyridin-3-yl)amino)piperidine-1-carboxylate [Si](C)(C)(C(C)(C)C)O[C@@H]1CN(CC[C@@H]1NC=1C=NC(=C(C1)C=1C=NN(C1)C1=C(C=C(C(=C1)C(NC1CC1)=O)F)C)F)C(=O)OC(C)(C)C